(3-chloro-4-fluorobenzyl)-3-((6-phenyl-pyridazin-3-yl)amino)benzamide methyl-(1S,2S)-2-(((6-(4-amino-3-methylisoxazol-5-yl)-2-methylpyridin-3-yl)oxy)methyl)cyclohexane-1-carboxylate COC(=O)[C@@H]1[C@H](CCCC1)COC=1C(=NC(=CC1)C1=C(C(=NO1)C)N)C.ClC=1C=C(CC2=C(C(=O)N)C=CC=C2NC=2N=NC(=CC2)C2=CC=CC=C2)C=CC1F